C(C1=CC(O)=C(O)C(O)=C1)(=O)[C@@]([C@]([C@@]([C@](C(=O)C(C1=CC(O)=C(O)C(O)=C1)=O)(OC(C1=CC(O)=C(O)C(O)=C1)=O)C(C1=CC(O)=C(O)C(O)=C1)=O)(OC(C1=CC(O)=C(O)C(O)=C1)=O)C(C1=CC(O)=C(O)C(O)=C1)=O)(OC(C1=CC(O)=C(O)C(O)=C1)=O)C(C1=CC(O)=C(O)C(O)=C1)=O)(O)CO octagalloyl-glucose